Cl.N[C@H](C(=O)NC=1C=NN(C1)C(C)C1=CC(=NNC1=O)Cl)C(C1CC1)C1CC1 (2S)-2-amino-N-[1-[1-(3-chloro-6-oxo-1H-pyridazin-5-yl)ethyl]pyrazol-4-yl]-3,3-dicyclopropyl-propanamide, hydrochloride